(1R,5S)-2-oxo-4-azabicyclo[3.2.1]octane O=C1[C@@H]2CC[C@H](NC1)C2